tert-Butyl (2S,4R)-4-fluoro-2-((3-(pentafluoro-λ6-sulfanyl)phenyl)carbamoyl)pyrrolidine-1-carboxylate F[C@@H]1C[C@H](N(C1)C(=O)OC(C)(C)C)C(NC1=CC(=CC=C1)S(F)(F)(F)(F)F)=O